4,4'-diamino-2,2'-bis(trifluoromethyl)biphenyl mono-sec-butyl-maleate C(C)(CC)OC(\C=C/C(=O)O)=O.NC1=CC(=C(C=C1)C1=C(C=C(C=C1)N)C(F)(F)F)C(F)(F)F